C(C(C)C)(=O)N1[C@@H](CNCC1)C(F)(F)F (S)-4-isobutyryl-3-(trifluoromethyl)piperazin